C(C1=CC=CC=C1)OC1=NC(=CC=C1N1C(N(C2=C1C=CC(=C2)NC2=C(C=C(C=C2)C(C(=O)OC)C)C)C)=O)OCC2=CC=CC=C2 methyl 2-(4-((1-(2,6-bis(benzyloxy)pyridin-3-yl)-3-methyl-2-oxo-2,3-dihydro-1H-benzo[d]imidazol-5-yl)amino)-3-methylphenyl)propanoate